1-(6-bromo-1H-indazol-3-yl)-3-(6-(4-isopropyl-4H-1,2,4-triazol-3-yl)pyridin-2-yl)urea BrC1=CC=C2C(=NNC2=C1)NC(=O)NC1=NC(=CC=C1)C1=NN=CN1C(C)C